CC(C#C)NC(OC(C)(C)C)=O tert-butyl N-(but-3-yn-2-yl)carbamate